CC1=CC(=NC=C1)C1=NC=CC(=C1)C 4,4'-dimethyl-bipyridine